2-(2,6-difluorobenzyl)-7-(3-methoxyazetidin-1-yl)-8-(3-methylimidazo[1,2-a]pyridin-6-yl)-[1,2,4]triazolo[1,5-c]pyrimidin-5-amine FC1=C(CC2=NN3C(=NC(=C(C3=N2)C=2C=CC=3N(C2)C(=CN3)C)N3CC(C3)OC)N)C(=CC=C1)F